2,3,4,5-TETRAHYDROBENZOTHIEPIN-1,1-DIOXIDE S1(CCCCC2=C1C=CC=C2)(=O)=O